C(=O)[C@@H]1N([C@H]2CC[C@@H]1C2)C(=O)OC(C)(C)C tert-butyl (1S,3R,4R)-3-formyl-2-azabicyclo[2.2.1]heptane-2-carboxylate